NC=1C=2N(C=CN1)C(=NC2Br)[C@H]2N(CCC2)C(=O)OCC2=CC=CC=C2 (S)-benzyl 2-(8-amino-1-bromoimidazo[1,5-a]pyrazin-3-yl)pyrrolidine-1-carboxylate